N-Methyl-1,2,3,4-tetrahydroisoquinolin-7-amine hydrochloride Cl.CNC1=CC=C2CCNCC2=C1